methyl 4-chloro-2-(N-phenylacetamido)benzoate ClC1=CC(=C(C(=O)OC)C=C1)N(C(C)=O)C1=CC=CC=C1